C[C@@H](CC)NC(O[C@H]1C[C@H](CC1)C1=CC(=NN1)NC(CC=1OC(=CN1)C)=O)=O (1R,3S)-3-(3-{[(5-methyl-1,3-oxazol-2-yl)acetyl]-amino}-1H-pyrazol-5-yl)-cyclopentyl (2S)-butan-2-ylcarbamate